COC=1C=2N(C=C(C1)C=1C=NN(C1C)C1CCNCC1)N=CC2C#N 4-methoxy-6-[5-methyl-1-(4-piperidinyl)pyrazol-4-yl]pyrazolo[1,5-a]pyridine-3-carbonitrile